1-bromo-2-chloro-4-(trifluoromethyl)benzene BrC1=C(C=C(C=C1)C(F)(F)F)Cl